3-(3-(1-(4-(5-(difluoromethyl)-1,3,4-oxadiazol-2-yl)-2-fluorobenzyl)-1H-1,2,3-triazol-4-yl)phenyl)azetidine-1-carboxylic acid tert-butyl ester C(C)(C)(C)OC(=O)N1CC(C1)C1=CC(=CC=C1)C=1N=NN(C1)CC1=C(C=C(C=C1)C=1OC(=NN1)C(F)F)F